N1(CCOCC1)CCCC=O (4-morpholin-4-yl)butan-1-one